FC1=CC(=CC=2O[C@]3(CN([C@@H](C3)C(=O)OC)C(=O)OC(C)(C)C)C(N(C21)C)=O)F 1'-(t-butyl) 5'-methyl (2R,5'S)-5,7-difluoro-4-methyl-3-oxo-3,4-dihydrospiro[benzo[b][1,4]oxazine-2,3'-pyrrolidine]-1',5'-dicarboxylate